C1CCCO1 (tetramethylene) ether